[F].FC(C(=O)O)=C fluoroacrylate fluorine